N=1C=NN2C1C=C(C=C2)OC2=C(C(=C(C=C2)NC=2C1=C(N=CN2)C=CC(=N1)[C@H]1CCN(C2(CC2)C1)C(=O)OC(C)(C)C)F)C |o1:27| rel-tert-butyl (S)-7-(4-((4-([1,2,4]triazolo[1,5-a]pyridin-7-yloxy)-2-fluoro-3-methylphenyl)amino)pyrido[3,2-d]pyrimidin-6-yl)-4-azaspiro[2.5]octane-4-carboxylate